5-(1-(1-amino-1-oxopropan-2-yl)-3-(trifluoromethyl)-1H-pyrazol-4-yl)-N-(3-chloro-4-(4-(piperidine-4-carbonyl)piperazine-1-carbonyl)phenyl)-1-methyl-1H-imidazole-2-carboxamide formate C(=O)O.NC(C(C)N1N=C(C(=C1)C1=CN=C(N1C)C(=O)NC1=CC(=C(C=C1)C(=O)N1CCN(CC1)C(=O)C1CCNCC1)Cl)C(F)(F)F)=O